2-chloro-N-(3,4-dichlorophenyl)-6,7,8,9-tetrahydro-5H-5,8-epiminobenzo[7]annulene-10-carboxamide ClC=1C=CC2=C(CC3CCC2N3C(=O)NC3=CC(=C(C=C3)Cl)Cl)C1